3-(4-(2-(2,6-dioxopiperidin-3-yl)-1,3-dioxoisoindolin-5-yl)piperazin-1-yl)-3-methylbutyraldehyde O=C1NC(CCC1N1C(C2=CC=C(C=C2C1=O)N1CCN(CC1)C(CC=O)(C)C)=O)=O